(E)-3-fluoro-2-hydrazono-5-nitro-1,2-dihydropyridine FC=1\C(\NC=C(C1)[N+](=O)[O-])=N/N